3-(5-((4-(1-(4-((3S,4R)-7-hydroxy-3-phenylchroman-4-yl)phenyl)piperidin-4-yl)piperazin-1-yl)methyl)-1-oxoisoindolin-2-yl)piperidine-2,6-dione OC1=CC=C2[C@H]([C@H](COC2=C1)C1=CC=CC=C1)C1=CC=C(C=C1)N1CCC(CC1)N1CCN(CC1)CC=1C=C2CN(C(C2=CC1)=O)C1C(NC(CC1)=O)=O